2-(((S)-1-(1H-tetrazol-1-yl)propan-2-yl)oxy)-4-(2-((3-(2-(1-hydroxycyclobutyl)ethoxy)-1-((1r,4r)-4-morpholinocyclohexyl)-1H-pyrazol-4-yl)amino)pyrimidin-5-yl)benzonitrile N1(N=NN=C1)C[C@H](C)OC1=C(C#N)C=CC(=C1)C=1C=NC(=NC1)NC=1C(=NN(C1)C1CCC(CC1)N1CCOCC1)OCCC1(CCC1)O